3-(4-chlorophenylamino)-1-phenyl-2-propen-1-one ClC1=CC=C(C=C1)NC=CC(=O)C1=CC=CC=C1